2,4,6-tris[3-(Carbazole-9-yl)phenyl]triazine tert-butyl-4-(5-bromo-2-cyano-3-fluorophenyl)-2,6-dimethylpiperazine-1-carboxylate C(C)(C)(C)OC(=O)N1C(CN(CC1C)C1=C(C(=CC(=C1)Br)F)C#N)C.C1=CC=CC=2C3=CC=CC=C3N(C12)C=1C=C(C=CC1)N1NC(=CC(=N1)C1=CC(=CC=C1)N1C2=CC=CC=C2C=2C=CC=CC12)C1=CC(=CC=C1)N1C2=CC=CC=C2C=2C=CC=CC12